C(C)(C)(C)OC(=O)N1CCN(CC1)CC1=CC(=CC=C1)N 4-(3-aminobenzyl)piperazine-1-carboxylic acid tert-butyl ester